N[C@@H](C(=O)NC1=C(C=C(C=C1)C1=C2C(=NC=C1)NC=C2)C)CC2=CC=CC=C2 (2R)-2-Amino-N-[2-methyl-4-(1H-pyrrolo[2,3-b]pyridin-4-yl)phenyl]-3-phenyl-propanamide